2-(m-Methylphenyl)morpholin-5,5-d2 CC=1C=C(C=CC1)C1CNC(CO1)([2H])[2H]